C(C)(C)[C@H]1[C@@H]([C@@H]2CC[C@H]1C2)NC(OCC2=CC=CC=C2)=O |r| rac-benzyl ((1R,2R,3R,4S)-3-isopropylbicyclo[2.2.1]heptan-2-yl)carbamate